2-(2,4-difluorophenyl)-1-(4-((4-morpholinophenyl)amino)piperidin-1-yl)-3-(1H-1,2,4-triazol-1-yl)propan-2-ol FC1=C(C=CC(=C1)F)C(CN1CCC(CC1)NC1=CC=C(C=C1)N1CCOCC1)(CN1N=CN=C1)O